N-(1-(methyl-d3)-3-((4-oxotetrahydrofuran-3-yl)oxy)-1H-pyrazol-4-yl)carboxamide C(N1N=C(C(=C1)NC=O)OC1COCC1=O)([2H])([2H])[2H]